OC(C(=O)O)=C α-hydroxyacrylic acid